N,N-bis(3-aminopropyl)ethylethylamine NCCCN(CCCN)C(C)CC